NC1=C(C=CC=C1)C1=C(C=CC=C1)[Pd+] (2'-aminobiphenyl-2-yl)palladium (1+)